2-hexyldecyl 3-((3-(2-hexyldecanamido)-4-(((1-methylpiperidin-4-yl)methyl)amino)-4-oxobutyl)thio)propanoate C(CCCCC)C(C(=O)NC(CCSCCC(=O)OCC(CCCCCCCC)CCCCCC)C(=O)NCC1CCN(CC1)C)CCCCCCCC